ethyl 2-((ethoxycarbonyl) (hexyl) amino)-2-methylpropionate C(C)OC(=O)N(C(C(=O)OCC)(C)C)CCCCCC